4-methyl-1,3-diphenylpent-1-yn-3-ol CC(C(C#CC1=CC=CC=C1)(O)C1=CC=CC=C1)C